Zinc glycylGlutamine NCC(=O)N[C@@H](CCC(N)=O)C(=O)O.[Zn]